Cl.COC=1C=C2C(=NC=NC2=CC1OC)N1CCN(CC(C1)(F)F)S(=O)(=O)N 4-(6,7-dimethoxyquinazolin-4-yl)-6,6-difluoro-1,4-diazepan-1-sulfonamide hydrochloride